FC=1C=C(C=NC1C1(CCCCC1)C)N 5-Fluoro-6-(1-methylcyclohexyl)pyridin-3-amine